NC=1SC2=C(N1)C(=CC=C2F)C2=C(C=C1C=NC(=NC1=C2F)C2CCN(CC2)C)Cl 7-(2-amino-7-fluorobenzo[d]thiazol-4-yl)-6-chloro-8-fluoro-2-(1-methylpiperidin-4-yl)quinazolin